4-[5-(3,5-dichlorophenyl)-5-(trifluoromethyl)-4,5-dihydro-1,2-oxazol-3-yl]-2-methyl-N-(1-oxothietane-3-yl)benzamide ClC=1C=C(C=C(C1)Cl)C1(CC(=NO1)C1=CC(=C(C(=O)NC2CS(C2)=O)C=C1)C)C(F)(F)F